FC=1C=C(C=NC1C(=O)N1CC2=C(C1)CN(C2)C(CCC2=C(C=C(C=C2)C(F)(F)F)CN2N=C(N=N2)C)=O)S(=O)(=O)N 5-fluoro-6-[2-[3-[2-[(5-methyltetrazol-2-yl)methyl]-4-(trifluoromethyl)phenyl]propanoyl]-1,3,4,6-tetrahydropyrrolo[3,4-c]pyrrole-5-carbonyl]pyridine-3-sulfonamide